4-(N,N-diethylamino)-2-hydroxy-2'-carboxybenzophenone C(C)N(CC)C1=CC(=C(C(=O)C2=C(C=CC=C2)C(=O)O)C=C1)O